5-[(1R)-1-(3,5-dichloro-4-pyridinyl)ethoxy]-3-[5-fluoro-6-[(2s,3R)-2-methyl-3-(methylsulfonylmethyl)azetidin-1-yl]-3-pyridinyl]-1-tetrahydropyran-2-yl-indazole ClC=1C=NC=C(C1[C@@H](C)OC=1C=C2C(=NN(C2=CC1)C1OCCCC1)C=1C=NC(=C(C1)F)N1[C@H]([C@@H](C1)CS(=O)(=O)C)C)Cl